C(C)OC1=CC=C(C=N1)C1=CN=CC(=N1)C(=O)N/N=C/C1=C(C=CC(=C1)OC1CN(C1)C)F (E)-6-(6-ethoxypyridin-3-yl)-N'-(2-fluoro-5-((1-methylazetidin-3-yl)oxy)benzylidene)pyrazine-2-carbohydrazide